NC1=NC=2C=CC(=CC2C2=C1[C@H](OC2)C)C(=O)N(CC=2N=NC(=CC2)C(F)(F)F)C2CC2 (3R)-4-amino-N-cyclopropyl-3-methyl-N-((6-(trifluoromethyl)-3-pyridazinyl)methyl)-1,3-dihydrofuro[3,4-c]quinoline-8-carboxamide